FC=1C=C(C=CC1OC1=C2C(=NC=C1)NN=C2NC(CO)C=2C=NC=CC2)NC(=O)C=2C(N(N=CC2)C2=CC=C(C=C2)F)=O N-(3-fluoro-4-((3-((2-hydroxy-1-(pyridin-3-yl)ethyl)amino)-1H-pyrazolo[3,4-b]pyridin-4-yl)oxy)phenyl)-2-(4-fluorophenyl)-3-oxo-2,3-dihydropyridazine-4-carboxamide